ClC1=CC(=C(C=C1)C1=NC(=CC=2N=C(N(C(C21)=O)C)C)[C@H]2C[C@@H](OCC2)C2=CC(=NC=C2)OC)F 5-(4-chloro-2-fluorophenyl)-7-((2R,4R)-2-(2-methoxy-4-pyridinyl)tetrahydro-2H-pyran-4-yl)-2,3-dimethylpyrido[4,3-d]pyrimidin-4(3H)-one